C(C)(C)(C)C1=NN(C(=C1)NC(NC1=C(C=C(OC2=CC=NC=C2)C=C1)SC)=O)C1=CC=CC=C1 4-(4-(3-(3-(tert-butyl)-1-phenyl-1H-pyrazol-5-yl)ureido)-3-(methylthio)phenoxy)pyridin